2-((6-cyclopropylimidazo[1,2-a]pyridin-2-yl)methyl)-2H-tetrazole-5-carboxylic acid C1(CC1)C=1C=CC=2N(C1)C=C(N2)CN2N=C(N=N2)C(=O)O